tert-butyl-3-((tert-butyldimethylsilyl)oxy)-4-(8-(2-chloro-4-phenoxybenzoyl)-1,6-dihydroimidazo[4,5-d]Pyrrolo[2,3-b]Pyridin-2-yl)piperidine-1-carboxylic acid C(C)(C)(C)C1N(CCC(C1O[Si](C)(C)C(C)(C)C)C1=NC=2C(=C3C(=NC2)NC=C3C(C3=C(C=C(C=C3)OC3=CC=CC=C3)Cl)=O)N1)C(=O)O